Sodium 3-[4-(4-{5-[6-cyclopropyl-5-(trifluoromethyl)pyridin-3-yl]-7-[(3-methoxy-2,2-dimethylpropyl) (methyl)amino]-1H-imidazo[4,5-b]pyridin-2-yl}phenyl)piperazin-1-yl]propanoate C1(CC1)C1=C(C=C(C=N1)C1=CC(=C2C(=N1)N=C(N2)C2=CC=C(C=C2)N2CCN(CC2)CCC(=O)[O-])N(C)CC(COC)(C)C)C(F)(F)F.[Na+]